6-(morpholine-4-carbonyl)-4-(pyrimidin-5-yl)quinoline-2-carbaldehyde N1(CCOCC1)C(=O)C=1C=C2C(=CC(=NC2=CC1)C=O)C=1C=NC=NC1